4-[4-(2-aminoethyl)phenyl]-3-[6-[2-(trifluoromethoxy)phenyl]pyridazin-4-yl]oxybenzonitrile NCCC1=CC=C(C=C1)C1=C(C=C(C#N)C=C1)OC1=CN=NC(=C1)C1=C(C=CC=C1)OC(F)(F)F